BrC1=CC(=C(C(=C1)C(F)(F)F)NC1CC(C1)(O)C)CO (cis)-3-[4-bromo-2-(hydroxymethyl)-6-(trifluoromethyl)phenylamino]-1-methylcyclobutanol